dimethylbenzo[b]thiophene-2-carboxamide CC1=CC=CC=2SC(=C(C21)C)C(=O)N